FC1=CC=C(\C=C(\C=CC=O)/CCCCCC)C=C1 4-((E)-4-fluorobenzylidene)dec-2-enal